C(N)(=O)C1=C(N(N=C1C1=C(C(=C(C=C1)CC(=O)NC1=CC(=NO1)C1CC(C1)(C)C)F)Cl)C(C)C)NC(OC(C)(C)C)=O tert-Butyl N-[4-carbamoyl-5-[2-chloro-4-[2-[[3-(3,3-dimethylcyclobutyl)isoxazol-5-yl]amino]-2-oxo-ethyl]-3-fluorophenyl]-2-isopropyl-pyrazol-3-yl]carbamate